1,3-dihydroxy-2-propanone OCC(CO)=O